C(C)[C@H]1OC2=C([C@H](NC1)C)N=CC=C2 |o1:6| (2R,5R*)-2-ethyl-5-methyl-2,3,4,5-tetrahydropyrido[2,3-f][1,4]oxazepine